ClC1=NC(=CC(=N1)Cl)C1=CC=CC=C1 2,4-Dichloro-6-phenylpyrimidine